O1C(C=CC1)(C1(OCC=C1)C(=O)[O-])C(=O)[O-] [2,2'-bifuran]-2,2'(5H,5'H)-dicarboxylate